[Si](C)(C)(C(C)(C)C)OCC1=CC=NC=C1 4-(((tert-butyldimethylsilyl)oxy)methyl)pyridine